FC=1C=C(C=CC1C)N1N=C2N=CN=C(C2=C1)N1CC(NCC1)C(=O)NCC=1N(C2=CC=CC=C2C1)C 4-(2-(3-fluoro-4-methylphenyl)-2H-pyrazolo[3,4-d]pyrimidin-4-yl)-N-((1-methyl-1H-indol-2-yl)methyl)piperazine-2-carboxamide